(Z)-2-{11-[3-(Dimethylamino)propylidene]-6,11-dihydrodibenz[b,e]oxepin-2-yl}-2-hydroxyacetic acid CN(CC\C=C\1/C2=C(OCC3=C1C=CC=C3)C=CC(=C2)C(C(=O)O)O)C